N-(4-fluoro-3-methylphenyl)-2-(4-methyl-6-(trifluoromethyl)pyrimidin-2-yl)-5-oxo-N-(3-(((S)-tetrahydrofuran-3-yl)amino)propyl)pyrazolidine-3-carboxamide FC1=C(C=C(C=C1)N(C(=O)C1N(NC(C1)=O)C1=NC(=CC(=N1)C)C(F)(F)F)CCCN[C@@H]1COCC1)C